diphenyl-divinyl-trimethoxytrisilane ethyl-2-(cyclopenten-1-yl)-4-phenoxy-pyrimidine-5-carboxylate C(C)OC(=O)C=1C(=NC(=NC1)C1=CCCC1)OC1=CC=CC=C1.C1(=CC=CC=C1)[SiH]([Si]([Si](OC)(OC)OC)(C=C)C=C)C1=CC=CC=C1